Pyrimidine-3-carbaldehyde N=1CN(C=CC1)C=O